1-Ethyl-4-hydroxy-5-methyl-3-n-propyl-pyrazol C(C)N1N=C(C(=C1C)O)CCC